FC1(CC(CCC1)N(C(CC1(CCN(CC1)C(=O)N1CCC2=CC=CC=C12)C(=O)O)=O)C1=C(C=CC=C1)F)F 4-(2-((3,3-difluorocyclohexyl)(2-fluorophenyl)amino)-2-oxoethyl)-1-(indoline-1-carbonyl)piperidine-4-carboxylic acid